((4-nitrophenyl)sulfonyl)-N-phenyl-1-(3,4,5-tris(benzyloxy)benzoyl)piperazine-2-carboxamide [N+](=O)([O-])C1=CC=C(C=C1)S(=O)(=O)C1(N(CCNC1)C(C1=CC(=C(C(=C1)OCC1=CC=CC=C1)OCC1=CC=CC=C1)OCC1=CC=CC=C1)=O)C(=O)NC1=CC=CC=C1